COC(=O)C1=C(C=C(C=C1)NC=1N=CC2=C(N1)CN(CC2)C2=C(C1=C(OCCN1C(=O)OC(C)(C)C)N=C2)C)C tert-butyl 7-(2-{[4-(methoxycarbonyl)-3-methylphenyl]amino}-5H,6H,7H,8H-pyrido[3,4-d]pyrimidin-7-yl)-8-methyl-1H,2H,3H-pyrido[2,3-b][1,4]oxazine-1-carboxylate